NCCOC=1C=C(C=C(C1)F)C[C@H](C(=O)OC(C)(C)C)[C@@H]1CN(CC1)C(=O)OC(C)(C)C tert-butyl (R)-3-((S)-3-(3-(2-aminoethoxy)-5-fluorophenyl)-1-(tert-butoxy)-1-oxopropan-2-yl)pyrrolidine-1-carboxylate